NC1=C(C(=NC=N1)OC1=C(C=C(C=C1)NC(=O)C=1N=NN(C1C)C1=C(C=CC=C1)F)F)Cl [4-(6-amino-5-chloro-pyrimidin-4-yl)oxy-3-fluorophenyl]-1-(2-fluorophenyl)-5-methyl-triazole-4-carboxamide